(+)-3-(5-chloro-2-methoxyphenyl)-1,3-dihydro-6-(trifluoromethyl)-2H-indol-2-one ClC=1C=CC(=C(C1)C1C(NC2=CC(=CC=C12)C(F)(F)F)=O)OC